CCCCCCCC=CCC 8-undecene